Methyl 5-((6-(5-(hydroxymethyl)-1-methyl-1H-1,2,3-triazol-4-yl)-2-methylpyridin-3-yl)oxy)octahydropentalene-1-carboxylate OCC1=C(N=NN1C)C1=CC=C(C(=N1)C)OC1CC2CCC(C2C1)C(=O)OC